(R)-2-((1-(5-(2-(2,6-dimethylpyridin-4-yl)-3-methyl-1H-indol-6-yl)pyridin-2-yl)pyrrolidin-3-yl)amino)ethan-1-ol CC1=NC(=CC(=C1)C=1NC2=CC(=CC=C2C1C)C=1C=CC(=NC1)N1C[C@@H](CC1)NCCO)C